2-Amino-6-(2-hydroxyethyl)-7-oxo-6-phenyl-4,5,6,7-tetrahydrobenzo[b]thiophene-3-carboxamide NC1=C(C2=C(S1)C(C(CC2)(C2=CC=CC=C2)CCO)=O)C(=O)N